O1CC(CC1)OC(NC=1N=CC2=C(C(=C(C=C2C1)C=1C=NC=C(C1C)N)F)N)=O Tetrahydrofuran-3-yl(8-amino-6-(5-amino-4-methylpyridin-3-yl)-7-fluoroisoquinolin-3-yl)carbamate